C1(CC1)CCC1=CNC=2N=CC(=C(C21)C#N)C2=C(C(=CC=C2C)O)C (R)-3-(cyclopropylethyl)-5-(3-hydroxy-2,6-dimethylphenyl)-1H-pyrrolo[2,3-b]pyridine-4-carbonitrile